1-methoxyindol CON1C=CC2=CC=CC=C12